C(C1=CC=CC=C1)[C@@H]1N(C(OC1)=O)C(C[C@H](CC=O)C)=O (S)-5-((S)-4-benzyl-2-oxooxazolidin-3-yl)-3-methyl-5-oxopentanal